1-(cyclopropyl-methyl)-5-[3-(3-methylthiophen-2-yl)-1,2,4-oxadiazol-5-yl]-1H-1,2,3-benzotriazole C1(CC1)CN1N=NC2=C1C=CC(=C2)C2=NC(=NO2)C=2SC=CC2C